OCCN1CCN(CC1)C=1C=C(C=CC1)NC1=NC=CC(=N1)C1=C(N2C(=NC=CC2=O)S1)C1=C(C=CC=C1)OC 2-(2-{3-[4-(2-Hydroxy-ethyl)-piperazin-1-yl]-phenylamino}-pyrimidin-4-yl)-3-(2-methoxy-phenyl)-thiazolo[3,2-a]pyrimidin-5-one